2-Chloro-3-(methoxycarbonyl)-5-(trifluoromethyl)pyridine 1-oxide ClC1=[N+](C=C(C=C1C(=O)OC)C(F)(F)F)[O-]